(cyclopropylmethyl)-1H-pyrazolo[3,4-d]pyrimidin-4-ol C1(CC1)CN1N=CC=2C1=NC=NC2O